(R)-N-(2-(4-(5-fluoropyridin-2-yl)-1,9-dioxaspiro[5.5]undecan-4-yl)ethyl)-2,3-dihydro-1H-inden-2-amine hydrochloride Cl.FC=1C=CC(=NC1)[C@@]1(CCOC2(C1)CCOCC2)CCNC2CC1=CC=CC=C1C2